CC1(C=2C3=C(C(CCN3CC1)(C)C)C=C1C=CC(OC12)=O)C 2,3,6,7-tetrahydro-1,1,7,7-tetramethyl-1H,5H,11H-[1]benzopyrano[6,7,8-ij]quinolizin-11-one